COC1=CC=C(CN[C@@H]2[C@H](CCCC2)CC=2C=C3CN(C(C3=CC2)=O)C2C(NC(CC2)=O)=O)C=C1 3-(5-(((1R,2S)-2-((4-methoxybenzyl)amino)cyclohexyl)methyl)-1-oxoisoindolin-2-yl)piperidine-2,6-dione